N-methylpiperidiniumAt C[N+]1(CCCCC1)C(=O)[O-]